COC(CNC(C1=C(C(=C(C(=C1)C)OC)OC)C)=O)OC N-(2,2-dimethoxyethyl)-3,4-dimethoxy-2,5-dimethylbenzamide